C(C1=CC=CC=C1)OC=1C=C(C=C(C1F)F)C=1OC2=C(N1)C=C(C=C2)C(=O)OC methyl 2-(3-(benzyloxy)-4,5-difluorophenyl)benzo[d]oxazole-5-carboxylate